C(C)(C)(C)OC(=O)N1C(CCC(C1)C)C=1C=CC2=C(C(=CS2)CC(=O)O)C1 2-[5-(1-tert-butoxycarbonyl-5-methyl-2-piperidyl)benzothiophen-3-yl]acetic acid